O=C[C@@H](O)[C@@H](O)[C@H](O)[C@H](O)C(=O)O.C[SiH2]O METHYLSILANOL MANNURONATE